S1C(=NC2=C1C=CC=C2)NC(=O)C=2C=CC=C1CCN(CC21)C2=CC=C(C(=N2)C(=O)OC(C)(C)C)C2=C(C=C(OCCCC1(CCN(CC1)CC(=O)O)O)C=C2)C 2-(4-(3-(4-(6-(8-(benzo[d]thiazol-2-ylcarbamoyl)-3,4-dihydroisoquinolin-2(1H)-yl)-2-(tert-butoxycarbonyl)pyridin-3-yl)-3-methylphenoxy)propyl)-4-hydroxypiperidin-1-yl)acetic acid